FC=1C=C(C=CC1OC)C1=CC=C(C=C1)C=1CCN(CC1)CCC(C(=O)NO)(S(=O)(=O)C)C 4-(4-(3'-fluoro-4'-methoxy-[1,1'-biphenyl]-4-yl)-3,6-dihydropyridin-1(2H)-yl)-N-hydroxy-2-methyl-2-(methylsulfonyl)butanamide